trifluoroethyloxyethyl methacrylate C(C(=C)C)(=O)OCCOCC(F)(F)F